ClC1(C(C1C1=CC(=C(C=C1)F)C(F)(F)F)C(=O)NC1=CC(=C(C=C1)Cl)CNC(CC(F)(F)F)=O)Cl 2,2-dichloro-N-[4-chloro-3-[[(3,3,3-trifluoro-1-oxopropyl)amino]methyl]phenyl]-3-[4-fluoro-3-(trifluoromethyl)phenyl]cyclopropanecarboxamide